t-butylperoxy butylperoxyacetate C(CCC)CC(=O)OOOOC(C)(C)C